(2-(4-Amino-1-(tert-butyl)-1H-pyrazolo[3,4-d]pyrimidin-3-yl)-3-chloro-1H-indol-6-yl)methanol NC1=C2C(=NC=N1)N(N=C2C=2NC1=CC(=CC=C1C2Cl)CO)C(C)(C)C